1-[(3aR,4R,6R,6aS)-6-(5-bromo-4-{[(2,4-dimethoxyphenyl)methyl]amino}-7H-pyrrolo[2,3-d]pyrimidin-7-yl)-2,2-dimethyl-hexahydrocyclopenta[d][1,3]dioxol-4-yl]ethane-1,2-diol BrC1=CN(C=2N=CN=C(C21)NCC2=C(C=C(C=C2)OC)OC)[C@@H]2C[C@@H]([C@@H]1[C@H]2OC(O1)(C)C)C(CO)O